FC1([C@@H]([C@H](CCC1)N1[C@H](CN(CC1)C(C)C)C)NC(=O)N1CCC(CC1)(C)C1=NOC(=N1)[C@H]1[C@H](C1)F)F N-{(1R,6S)-2,2-difluoro-6-[(2S)-2-methyl-4-(propan-2-yl)piperazin-1-yl]cyclohexyl}-4-{5-[(1S,2S)-2-fluorocyclopropyl]-1,2,4-oxadiazol-3-yl}-4-methylpiperidine-1-carboxamide